Di-(n-tetradecyl)amin C(CCCCCCCCCCCCC)NCCCCCCCCCCCCCC